C(=O)(O)C=1C=C(C=CC1O)C=C(C(=O)O)OC 3-(3-Carboxy-4-hydroxyphenyl)-2-methoxy-2-propenoic acid